C(C1=CC=CC=C1)OC(=O)[N-]S(=O)(=O)N1C(=C(C=C1)Br)C(=O)OCC1=CC=CC=C1.[Na+] sodium benzyloxycarbonyl-(2-benzyloxycarbonyl-3-bromopyrrol-1-yl)sulphonylamide